C(C)(C)(C)C1C(N(CCN1C(=O)O)C(=O)O)(CC(=O)OCC)C(C)(C)C di-tert-butyl-2-(2-ethoxy-2-oxoethyl)piperazine-1,4-dicarboxylic acid